1-pyrimidin-2-ylpiperidin-4-ol N1=C(N=CC=C1)N1CCC(CC1)O